tert-butyl (1-(1-((ethoxycarbonyl)amino)-3-(p-tolyl)propan-2-yl)-3-(4-methylbenzyl)-1,3-dihydro-2H-benzo[d]imidazol-2-ylidene)carbamate C(C)OC(=O)NCC(CC1=CC=C(C=C1)C)N1C(N(C2=C1C=CC=C2)CC2=CC=C(C=C2)C)=NC(OC(C)(C)C)=O